OC(C)(C)S(=O)(=O)N 2-hydroxypropane-2-sulfonamide